1-[4-[3,4-Difluoro-benzenesulfonyl]-phenyl]-3-(1H-pyrazol-4-ylmethyl)-urea FC=1C=C(C=CC1F)S(=O)(=O)C1=CC=C(C=C1)NC(=O)NCC=1C=NNC1